NC1C2(CC=3C=CC=NC3C1)CCN(CC2)C=2N=C(C=NC2)C=C 5-(7'-amino-7',8'-dihydro-5'H-spiro[piperidine-4,6'-quinolin]-1-yl)-3-vinylpyrazin